C(=C)(C)[C@H](CC[C@@H](CCO)C)CCC=C (3S,6S)-6-isopropenyl-3-methyl-9-decenol